S1NC(=CC2=C1C=CC=C2)C(=O)N benzothiazine-carboxamide